(2S,4R)-1-((S)-2-(11-aminoundecanoylamino)-3,3-dimethylbutyryl)-4-hydroxy-N-(4-(4-methylthiazol-5-yl)benzyl)pyrrolidine-2-carboxamide NCCCCCCCCCCC(=O)N[C@H](C(=O)N1[C@@H](C[C@H](C1)O)C(=O)NCC1=CC=C(C=C1)C1=C(N=CS1)C)C(C)(C)C